acetic acid (Z)-3,7,11-trimethyldodeca-1,6,10-trien-3-yl ester CC(C=C)(CC\C=C(/CCC=C(C)C)\C)OC(C)=O